C(CC)OCC(C)O propylen glycol n-propyl ether